N-(2-Aminoethyl)3-Aminopropylmethyldimethoxysilan NCCNCCC[Si](OC)(OC)C